benzyl N-[2-[5,7-difluoro-2-(4-fluorophenyl)-1H-indol-3-yl]ethyl]carbamate FC=1C=C2C(=C(NC2=C(C1)F)C1=CC=C(C=C1)F)CCNC(OCC1=CC=CC=C1)=O